C(C)N1C(N(C2=NC=C(C=C21)[N+](=O)[O-])C)=O 1-ethyl-3-methyl-6-nitro-1H-imidazo[4,5-b]pyridin-2(3H)-one